C[C@@H]1CC[C@H]([C@H]2[C@]13[C@@H]2[C@@](CC3)(C)O)C(C)C The molecule is a tertiary alcohol resulting from the formal addition of water to the double bond of alpha-cubebene. It is a sesquiterpenoid, a tertiary alcohol and a carbotricyclic compound.